OC1(NC=2N(C(C=3N=CNC3N2)=O)C1O)C 6,7-dihydroxy-6-methyl-6,7-dihydro-3H-imidazo[1,2-a]purin-9(5H)-one